4-[3-(4-methoxyphenyl)-1,2,4-oxadiazol-5-yl]piperidine-1-carboxylic acid tert-butyl ester C(C)(C)(C)OC(=O)N1CCC(CC1)C1=NC(=NO1)C1=CC=C(C=C1)OC